3-((5-chloro-2-((4-((4-methylpiperazin-1-yl)methyl)phenyl)amino)pyrimidin-4-yl)amino)-N,N-dimethylpyridine-2-sulfonamide ClC=1C(=NC(=NC1)NC1=CC=C(C=C1)CN1CCN(CC1)C)NC=1C(=NC=CC1)S(=O)(=O)N(C)C